BrC(C(=O)Br)(C)C α-bromoisobutyrylbromide